methyl 5-(4-((tert-butoxycarbonyl)amino)piperidin-1-yl)pentanoate C(C)(C)(C)OC(=O)NC1CCN(CC1)CCCCC(=O)OC